ClC=1C=C(C=C(C1)NS(=O)(=O)C)NC(=O)C1=CN(C(=C1)C1=NC=C(C=C1C)N1CCC(CC1)(F)F)C N-(3-chloro-5-(methylsulfonylamino)phenyl)-5-(5-(4,4-difluoropiperidin-1-yl)-3-methylpyridin-2-yl)-1-methyl-1H-pyrrole-3-carboxamide